F[C@@H]1[C@@H]([C@@H](N(C1)C(C(C)C)=O)CC=1C(=C(C=CC1)C1=C(C(=CC=C1)F)F)F)NS(=O)(=O)CC N-{(2S,3R,4S)-4-fluoro-1-(2-methylpropanoyl)-2-[(2,2',3'-trifluoro[1,1'-biphenyl]-3-yl)methyl]pyrrolidin-3-yl}ethanesulfonamide